(1R,2S)-5,7-dichloro-2,3-dihydro-1H-inden-1,2-diyl dicarbamate C(N)(O[C@H]1[C@H](CC2=CC(=CC(=C12)Cl)Cl)OC(N)=O)=O